(R)-1-(3,3-difluoro-1-(2-methyl-3-oxo-2,3-dihydro-1H-pyrazolo[3,4-b]pyridin-5-yl)piperidin-4-yl)-1-methyl-3-(1-methyl-2-oxo-5-(trifluoromethyl)-1,2-dihydropyridin-3-yl)urea FC1(CN(CC[C@H]1N(C(=O)NC=1C(N(C=C(C1)C(F)(F)F)C)=O)C)C=1C=C2C(=NC1)NN(C2=O)C)F